ClC=1C=C(C=CC1C(NC1CCN(CC1)C(=O)[C@H]1CNCC1)=O)NC(=O)C=1N(C(=CN1)C1=C(C(=C(C=C1)OC)F)F)C N-[3-chloro-4-[[1-[(3R)-pyrrolidine-3-carbonyl]-4-piperidinyl]carbamoyl]phenyl]-5-(2,3-difluoro-4-methoxy-phenyl)-1-methyl-imidazole-2-carboxamide